monosodium methylglycine CNCC(=O)O.[Na]